8,8'-(((1R,2R)-2-HYDROXYCYCLOBUTYL)AZANEDIYL)BIS(N,N-DIDECYLOCTANAMIDE) O[C@H]1[C@@H](CC1)N(CCCCCCCC(=O)N(CCCCCCCCCC)CCCCCCCCCC)CCCCCCCC(=O)N(CCCCCCCCCC)CCCCCCCCCC